1,1'-(2,4,6-trihydroxy-1,3-phenylene)bis(6-bromohexane-1-one) OC1=C(C(=CC(=C1C(CCCCCBr)=O)O)O)C(CCCCCBr)=O